N,N-bis[(4-methoxyphenyl)methyl]-2-(morpholin-4-yl)-8-(trifluoromethyl)pyrazolo[1,5-a][1,3,5]triazin-4-amine COC1=CC=C(C=C1)CN(C1=NC(=NC=2N1N=CC2C(F)(F)F)N2CCOCC2)CC2=CC=C(C=C2)OC